2-(2-chloro-6-fluorophenyl)-N-(4-((4-cyanophenoxy)methyl)-3-sulfamoylphenyl)acetamide ClC1=C(C(=CC=C1)F)CC(=O)NC1=CC(=C(C=C1)COC1=CC=C(C=C1)C#N)S(N)(=O)=O